9-(1H-indol-5-yl)-6,7-dimethoxynaphtho[2,3-c]furan-1(3H)-one N1C=CC2=CC(=CC=C12)C1=C2C=C(C(=CC2=CC2=C1C(OC2)=O)OC)OC